C1(CC1)C1=NC=NC(=C1C1=NN2C(N(C([C@H](C2)C)=O)CC2=CC=C(C=C2)C=2N(C=C(N2)C(F)(F)F)CC)=N1)OC (S)-2-(4-cyclopropyl-6-methoxypyrimidin-5-yl)-4-(4-(1-ethyl-4-(trifluoromethyl)-1H-imidazol-2-yl)benzyl)-6-methyl-6,7-dihydro-[1,2,4]triazolo[1,5-a]pyrimidin-5(4H)-one